acryloyloxydecyl phosphonoacetate P(=O)(O)(O)CC(=O)OCCCCCCCCCCOC(C=C)=O